AMINOPYRAZOLOPYRIDINE C1=CC2=C(C(=NN2)N)N=C1